C[C@@H]1N(C=CN[C@H]1C)NCCC1(CCOC2(CCCC2)C1)C1=NC=CC=C1 (2S,3S)-2,3-dimethyl-N-(2-(9-(pyridin-2-yl)-6-oxaspiro[4.5]decan-9-yl)ethyl)-2,3-dihydro-1H-pyrazin-1-amine